FC=1C(=NC(NC1)=O)NC(OCC1=CC=C(C=C1)NC([C@@H](CC(=O)N)NC(CCCCCCC)=O)=O)=O (R)-4-(4-amino-2-octanamido-4-oxobutanamido)benzyl (5-fluoro-2-oxo-1,2-dihydropyrimidin-4-yl)carbamate